N-(1-Methylpiperidin-4-yl)-6-(1H-pyrrolo[2,3-b]pyridin-3-yl)imidazo[1,2-a]pyridine-3-carboxamide CN1CCC(CC1)NC(=O)C1=CN=C2N1C=C(C=C2)C2=CNC1=NC=CC=C12